O1CCN(C2=C1C=CC=C2)[C@H]2CC[C@H](CC2)N2CCN(CC2)C=2C=C(N=NC2)NS(=O)(=O)C=2C=NC=CC2 N-(5-{4-[cis-4-(3,4-dihydro-2H-1,4-benzoxazin-4-yl)cyclohexyl]piperazin-1-yl}pyridazin-3-yl)pyridine-3-sulfonamide